C1(CC1)C1C(C(C(CC1=O)C(=O)OCC)=CO)=O ethyl 4-cyclopropyl(hydroxy)methylene-3,5-dioxocyclohexanecarboxylate